COC(=O)C1=CC2=C(SCC(N2CC2=CC(=CC(=C2)C(F)(F)F)F)=O)S1.FC=1C(C(=C(C(C1O)=O)F)O)=O 2,5-difluoro-3,6-dihydroxy-p-benzoquinone methyl-1-(3-fluoro-5-(trifluoromethyl)benzyl)-2-oxo-2,3-dihydro-1H-thieno[2,3-b][1,4]thiazine-6-carboxylate